3,4-diethoxy-α-methylstyrene C(C)OC=1C=C(C(=C)C)C=CC1OCC